deca-octadecyl-dimethyl-benzyl-ammonium bromide [Br-].C(CCCCCCCCCCCCCCCCC)C=1C(C(C(C(C([NH+](C)C)(CCCCCCCCCCCCCCCCCC)CCCCCCCCCCCCCCCCCC)(C1)CCCCCCCCCCCCCCCCCC)(CCCCCCCCCCCCCCCCCC)CCCCCCCCCCCCCCCCCC)(CCCCCCCCCCCCCCCCCC)CCCCCCCCCCCCCCCCCC)(CCCCCCCCCCCCCCCCCC)CCCCCCCCCCCCCCCCCC